CC1(C2=CC(=CC=C2C=2C=CC(=CC12)N)N)C 9,9-Dimethylfluorene-2,7-diamine